ethanedithiol disuccinate C(CCC(=O)O)(=O)O.C(CCC(=O)O)(=O)O.C(C)(S)S